3-fluoro-N-(3-(imidazo[4,5-d]pyrrolo[2,3-b]pyridin-1(6H)-yl)bicyclo[1.1.1]pentan-1-yl)azetidine-1-sulfonamide FC1CN(C1)S(=O)(=O)NC12CC(C1)(C2)N2C=NC=1C2=C2C(=NC1)NC=C2